1-bromo-4-[1-(difluoromethyl)cyclopropyl]benzene BrC1=CC=C(C=C1)C1(CC1)C(F)F